COC=1C=C(C=CC1)C=1C=C2N(C=CN=C2C2=CC(=C(C(=C2)OC)OC)OC)C1 7-(3-methoxyphenyl)-1-(3,4,5-trimethoxyphenyl)pyrrolo[1,2-a]pyrazine